Cl.FC=1C=C2C(C(=CNC2=C(C1)OC)C(=O)O)=O 6-fluoro-8-methoxy-1,4-dihydro-4-oxo-3-quinolinecarboxylic acid hydrochloride